2-(4-bromo-3-fluoro-phenyl)-N,N-dimethyl-acetamide BrC1=C(C=C(C=C1)CC(=O)N(C)C)F